C1OCC12CN(C2)C2=CC=CC(=N2)O 6-(2-oxa-6-azaspiro[3.3]heptan-6-yl)pyridin-2-ol